C(C1=CC=CC=C1)O[C@]12C([C@H]3[C@H]4[C@@H]5CC[C@H]([C@@H](CCCC(C)C)C)[C@]5(CC[C@@H]4[C@]2(CC[C@@H](C1)O)CO3)C)=O 5a-benzyloxy-3β-hydroxy-7β,19-epoxy-cholestan-6-one